N[C@H]1CN(CC1)C=1C=2N(C=C(C1)C=1C=NN(C1)C)N=CC2 (R)-4-(3-Aminopyrrolidin-1-yl)-6-(1-methyl-1H-pyrazol-4-yl)pyrazolo[1,5-a]pyridine